OCCOCCOCCOCCOC[C@](C)(O)C=1SC(=CN1)S(=O)(N)=NC(NC1=C2CCCC2=CC=2CCCC12)=O 2-((S)-1,14-dihydroxy-3,6,9,12-tetraoxapentadecan-14-yl)-N'-((1,2,3,5,6,7-hexahydro-s-indacen-4-yl)carbamoyl)thiazole-5-sulfonimidamide